ClC=1C=CC(=C(NC=2C(=C(C=CC2)[C@]2(NC(N(S(C2C(C)(C)C)(=O)=O)C)=NC([O-])=O)C)F)C1)[N+](=O)[O-] (5R)-5-[3-(5-chloro-2-nitroanilino)-2-fluorophenyl]-2,5-dimethyl-1,1-dioxoTert-butyl-1,2,4-thiadiazine-3-ylidene-carbamate